4-(4-chloro-2-fluorophenoxy)phenyl-boronic acid ClC1=CC(=C(OC2=CC=C(C=C2)B(O)O)C=C1)F